C(C)(C)N1C(=NC(=C1)C(F)(F)F)C1=CC(=C(CN2S(C3(C=4C2=NC(=NC4)C=4C(=NC=CC4)C(C)C)CC3)(=O)=O)C=C1)OC 1'-(4-(1-isopropyl-4-(trifluoromethyl)-1H-imidazol-2-yl)-2-methoxybenzyl)-6'-(2-isopropylpyridin-3-yl)-1'H-spiro[cyclopropane-1,3'-isothiazolo[3,4-d]pyrimidine] 2',2'-dioxide